O1CC(C1)CC(C)N (oxetan-3-yl)propan-2-amine